FC=1C=C(C=CC1CN1C(=NC=C1)C(C)C)C1=C(SC(=C1)CC(C)C)S(=O)(=O)NC(=O)NCCO 1-[[3-[3-Fluoro-4-[(2-isopropylimidazol-1-yl)methyl]phenyl]-5-isobutyl-2-thienyl]sulfonyl]-3-(2-hydroxyethyl)urea